2,4,6-tris(dimethylaminomethyl)phenol-tris(2-ethylhexanoic acid) salt C(C)C(C(=O)O)CCCC.C(C)C(C(=O)O)CCCC.C(C)C(C(=O)O)CCCC.CN(C)CC1=C(C(=CC(=C1)CN(C)C)CN(C)C)O